4-[[3-(3,5-difluorophenyl)-5-vinyl-4H-isoxazole-5-carbonyl]amino]tetrahydrofuran-2-carboxylic acid methyl ester COC(=O)C1OCC(C1)NC(=O)C1(CC(=NO1)C1=CC(=CC(=C1)F)F)C=C